C(C)(C)(C)[S@](=O)N[C@H](C)C=1C=C(C=C(C1)OC)C=1C=C(N(C1)CC)C(=O)OCC1=CC=CC=C1 Benzyl 4-[3-[(1R)-1-[[(S)-tert-butylsulfinyl]amino]ethyl]-5-methoxy-phenyl]-1-ethyl-pyrrole-2-carboxylate